CO[C@@H]1[C@H](NNCC1)C(=O)OCC ethyl (3S,4S)-4-methoxyhexahydropyridazine-3-carboxylate